FC1=C(C=CC=C1)C(C=CC1=CC=CC=C1)=O 1-(2-fluorophenyl)-3-phenyl-2-propen-1-one